S(=O)(=O)(ON1[C@@H]2CC[C@H](N(C1=O)C2)COC(F)(F)F)[O-].[Na+] Sodium (2S,5R)-7-oxo-2-[(trifluoromethoxy)methyl]-1,6-diazabicyclo[3.2.1]octan-6-yl sulfate